N-(phenylnonyl)urea C1(=CC=CC=C1)CCCCCCCCCNC(=O)N